1-ethoxy-3-(4-phenylphenyl)oxy-2-propanol C(C)OCC(COC1=CC=C(C=C1)C1=CC=CC=C1)O